(R)-7-Methoxy-2-methyl-N-(1-(3-nitro-5-(trifluoromethyl)phenyl)ethyl)-6-(1,2,3,6-Tetrahydropyridin-4-yl)quinazolin-4-amine COC1=C(C=C2C(=NC(=NC2=C1)C)N[C@H](C)C1=CC(=CC(=C1)C(F)(F)F)[N+](=O)[O-])C=1CCNCC1